bis(2,6-di-t-butyl-4-methylphenoxy)(phenyl)aluminum C(C)(C)(C)C1=C(O[Al](C2=CC=CC=C2)OC2=C(C=C(C=C2C(C)(C)C)C)C(C)(C)C)C(=CC(=C1)C)C(C)(C)C